lauroylmethyl taurate NCCS(=O)(=O)OCC(CCCCCCCCCCC)=O